racemic-6-methoxy-1-methyl-4-[4-(5-methyl-1,3-benzoxazol-2-yl)piperidin-1-yl]-2-oxo-7-[(oxolan-3-yl)oxy]-1,2-dihydroquinoline-3-carbonitrile COC=1C=C2C(=C(C(N(C2=CC1O[C@H]1COCC1)C)=O)C#N)N1CCC(CC1)C=1OC2=C(N1)C=C(C=C2)C |r|